BrC=1C=C(C=CC1)C(C)(CCCOCC#CC)C1=NN(C(=N1)C=1C=C(OC2=C(C=3C=CNC3C=C2F)C=O)C=CC1F)C 5-(3-(3-(2-(3-Bromophenyl)-5-(but-2-yn-1-yloxy)pentan-2-yl)-1-methyl-1H-1,2,4-triazol-5-yl)-4-fluorophenoxy)-6-fluoro-1H-indole-4-carbaldehyde